[6-(5-cyclopropyl-4H-1,2,4-triazol-3-yl)-2-azaspiro[3.3]heptan-2-yl]-[6-[[5-(trifluoromethyl)-2-pyridyl]methyl]-2-azaspiro[3.4]octan-2-yl]methanone C1(CC1)C=1NC(=NN1)C1CC2(CN(C2)C(=O)N2CC3(C2)CC(CC3)CC3=NC=C(C=C3)C(F)(F)F)C1